NC=1C=C(C(=NC1)N1N=CC(=C1)C#N)Cl 1-(5-amino-3-chloropyridin-2-yl)-1H-pyrazole-4-carbonitrile